CC(C)(C(C(C(F)(F)F)(F)F)(F)F)O 2-Perfluoropropyl-2-propanol